N-(4-(4-carbamoyl-5-((6-(trifluoromethyl)pyridin-2-yl)amino)-1H-pyrazol-3-yl)phenyl)-7-(trifluoromethyl)-3,4-dihydroisoquinoline-2(1H)-carboxamide C(N)(=O)C=1C(=NNC1NC1=NC(=CC=C1)C(F)(F)F)C1=CC=C(C=C1)NC(=O)N1CC2=CC(=CC=C2CC1)C(F)(F)F